C(C)(C)C(C(=O)O)CCCCCCCCCCCC.C(C)(=O)OC(C)C isopropyl acetate (isopropyl myristate)